butyl fluorenate C1(=CC=CC=2C3=CC=CC=C3CC12)C(=O)OCCCC